2-allylsulfanyl-1-(morpholin-N-yl)ethan-1-one C(C=C)SCC(=O)N1CCOCC1